(S)-7-ethoxy-6-methoxy-1-(2-(pyridin-3-yl)ethyl)-3,4-dihydroisoquinoline-2(1H)-formaldehyde C(C)OC1=C(C=C2CCN([C@H](C2=C1)CCC=1C=NC=CC1)C=O)OC